C(=O)C1CCN(CC1)C(=O)OC(C)(C)C 2-methylpropan-2-yl 4-formylhexahydropyridine-1-carboxylate